(2S)-N-(2,3-dihydro-1H-inden-2-yl)-N-[(2-fluorophenyl)methyl]-2-[(1R)-1-naphthalen-1-yl-3,4-dihydro-1H-isoquinolin-2-yl]propanamide C1C(CC2=CC=CC=C12)N(C([C@H](C)N1[C@H](C2=CC=CC=C2CC1)C1=CC=CC2=CC=CC=C12)=O)CC1=C(C=CC=C1)F